3-(2-methylquinolin-3-yl)piperidine-2,6-dione CC1=NC2=CC=CC=C2C=C1C1C(NC(CC1)=O)=O